1-(6-aminopyridin-2-yl)-3-(hydroxymethyl)piperidin-3-ol NC1=CC=CC(=N1)N1CC(CCC1)(O)CO